C(C=1C(O)=CC=CC1)(=O)NN.C(C=1C(O)=CC=CC1)(=O)NN.ClC1=NC(NC(=C1)Cl)(C(CCCCCCCC(=O)O)C(=O)O)S(=O)(=O)C 4,6-dichloro-2-(methanesulfonyl)pyrimidinedecanedioic acid bis-salicylhydrazide